ethyl 2-[3,3-difluoro-1-(3-nitrophenyl)cyclobutyl]acetate FC1(CC(C1)(C1=CC(=CC=C1)[N+](=O)[O-])CC(=O)OCC)F